[6-[[1-(difluoromethyl)pyrazol-4-yl]methyl]-2,6-diazaspiro[3.3]heptan-2-yl]-[6-[3-(trifluoromethyl)-1,2,4-triazol-1-yl]-2-azaspiro[3.3]heptan-2-yl]methanone FC(N1N=CC(=C1)CN1CC2(CN(C2)C(=O)N2CC3(C2)CC(C3)N3N=C(N=C3)C(F)(F)F)C1)F